C(C=C)(=O)N1CCC(CC1)C1=CNC=2N=CN=C(C21)NC2=C(C=C(OC1=CC(=NC=C1)NC(C(C)(C)C)=O)C=C2)F N-(4-(4-((5-(1-acryloylpiperidin-4-yl)-7H-pyrrolo[2,3-d]pyrimidin-4-yl)amino)-3-fluorophenoxy)pyridin-2-yl)pivalamide